glucosyl-glucosyl-glucose C1([C@H](O)[C@@H](O)[C@H](O)[C@H](O1)CO)[C@@](C(=O)C1[C@H](O)[C@@H](O)[C@H](O)[C@H](O1)CO)(O)[C@@H](O)[C@H](O)[C@H](O)CO